ClC1=C(OCC=2C(=C(C=CC2)C=2C(=C(C=CC2)C2=CC=C(C=C2)CNCCCCC(=O)O)C)C)C=C(C(=C1)CN1C[C@@H](CC1)O)OCC=1C=NC=C(C1)C#N (R)-5-(((3''-((2-chloro-5-((5-cyanopyridin-3-yl)methoxy)-4-((3-hydroxypyrrolidin-1-yl)methyl)phenoxy)methyl)-2',2''-dimethyl-[1,1':3',1''-terphenyl]-4-yl)methyl)amino)pentanoic acid